1-[9-(1-fluorocyclopropyl)-5-methyl-5,6-dihydropyrazolo[1',5':1,2]pyrido[3,4-d]pyridazin-4-yl]ethan-1-one FC1(CC1)C1=NN2C(C=3C=NN=C(C3C(C2)C)C(C)=O)=C1